1-(5-chloropyridin-3-yl)-2-nitroethan-1-ol ClC=1C=C(C=NC1)C(C[N+](=O)[O-])O